2-((2S,3S,4S)-5-Chloro-6-fluoro-3-methyl-2-((methylamino)methyl)-2-phenyl-2,3-dihydro-benzofuran-4-yl)-3-fluoro-4-((S)-2-hydroxypropoxy)-N-methylbenzamide ClC=1C(=CC2=C([C@@H]([C@](O2)(C2=CC=CC=C2)CNC)C)C1C1=C(C(=O)NC)C=CC(=C1F)OC[C@H](C)O)F